NC1=NC(C(C1)(C=1OC(=NN1)C=1C(=NC=CC1)NC1=CC=C(C=C1)C(F)(F)F)C)=O 2-amino-4-methyl-4-[5-[2-[4-(trifluoromethyl)anilino]-3-pyridyl]-1,3,4-oxadiazol-2-yl]-3H-pyrrol-5-one